[Br-].[NH2+]1C=CC2=CC=CC=C12 indol-1-ium bromide